4-(3-((Dimethylamino)methyl)azetidin-1-yl)-2-(4,4-dimethylpiperidin-1-yl)aniline CN(C)CC1CN(C1)C1=CC(=C(N)C=C1)N1CCC(CC1)(C)C